N[C@@H](C(=O)O)C1=C(C(=CC(=C1)C)C=O)O (2R)-2-AMINO-2-(3-FORMYL-2-HYDROXY-5-METHYLPHENYL)ACETIC ACID